C(C)(C)OC(CCCC)=O isopropylvalerate